CN(S(=O)(=O)C)C1=CC(=CC=C1)C1=NN(C(C2=CC=CC=C12)=O)C1=CC=CC=C1 N-Methyl-N-(3-(4-oxo-3-phenyl-3,4-dihydro-phthalazin-1-yl)phenyl)methanesulfonamide